3-methoxy-5,5-dimethyl-3-(4-methylthiazol-2-yl)-6-oxocyclohex-1-enecarbonitrile COC1(C=C(C(C(C1)(C)C)=O)C#N)C=1SC=C(N1)C